N1=CN=CC=2NC=3C=CC(=CC3C21)C(=O)O pyrimido[5,4-b]indole-8-carboxylic acid